FC(C(=O)O)(F)F.N1=CNC2=NC=CC(=C21)OC2=C(C=C(C=C2)N2C(N(CC2=O)C2=CC(=CC=C2)C(F)(F)F)=O)C(C)C 3-[4-(3H-imidazo[4,5-b]pyridin-7-yloxy)-3-isopropylphenyl]-1-[3-(trifluoromethyl)phenyl]-2,4-imidazolidinedione trifluoroacetate